C12CNCC(CC1)N2C2=NC(=C(C(=N2)NC=2C=C1C=NNC1=CC2)F)C N-(2-(3,8-diazabicyclo[3.2.1]oct-8-yl)-5-fluoro-6-methylpyrimidin-4-yl)-1H-indazol-5-amine